BrC1=CC(=NC(=C1)Br)C=O 4,6-dibromopyridine-2-carbaldehyde